OC[C@@]1(COC[C@@H](O1)N1C(NC(C=C1)=O)=O)CO[Si](C(C)C)(C(C)C)C(C)C 1-[(2R,6R)-6-(hydroxymethyl)-6-(triisopropylsiloxymethyl)-1,4-dioxan-2-yl]pyrimidine-2,4-dione